4-(2,5-Diazabicyclo[2.2.2]octan-2-yl)-7-(8-ethyl-7-fluoro-3-hydroxynaphthalen-1-yl)-2-(((S)-1-methylpyrrolidin-2-yl)methoxy-d2)pyrido[3,4-d]pyrimidin-8(7H)-one C12N(CC(NC1)CC2)C=2C1=C(N=C(N2)OC([2H])([2H])[C@H]2N(CCC2)C)C(N(C=C1)C1=CC(=CC2=CC=C(C(=C12)CC)F)O)=O